1-(1H-Benzo[d]imidazol-5-yl)-5-(2-chloro-6-(4-ethylpiperazin-1-yl)phenyl)imidazolidin-2-on N1C=NC2=C1C=CC(=C2)N2C(NCC2C2=C(C=CC=C2N2CCN(CC2)CC)Cl)=O